ClC1=NC2=CC=C(C=C2C=C1)CC#N 2-(2-chloroquinolin-6-yl)acetonitrile